C1(CC=CC1)(O)O 3-cyclopentendiol